1-(3-fluoro-5-(trifluoromethyl)benzyl)-2-oxo-2,3-dihydro-1H-thieno[2,3-b][1,4]thiazine-6-carboxylic acid FC=1C=C(CN2C3=C(SCC2=O)SC(=C3)C(=O)O)C=C(C1)C(F)(F)F